COC(C1=C(C(=CC(=C1)C1=NN=C(N1)CCOC)C(C)C)C)=O isopropyl-5-(5-(2-methoxyethyl)-4H-1,2,4-triazol-3-yl)-2-methylbenzoic acid methyl ester